C(C)(C)(C)OC(=O)N1C2CC2(C[C@H]1C(=O)O)COC (3S)-2-(tert-Butoxycarbonyl)-5-(methoxymethyl)-2-azabicyclo[3.1.0]hexane-3-carboxylic acid